(7-((2S,5R)-2,5-diethyl-4-(1-(2-methoxyquinoxalin-6-yl)ethyl)piperazin-1-yl)-4-methyl-5-oxo-4,5-dihydro-2H-pyrazolo[4,3-b]pyridin-2-yl)acetonitrile C(C)[C@@H]1N(C[C@H](N(C1)C(C)C=1C=C2N=CC(=NC2=CC1)OC)CC)C=1C=2C(N(C(C1)=O)C)=CN(N2)CC#N